C1(=CC=CC=C1)C1=C(C(=CC(=C1)C1=CC=CC=C1)C1=CC=CC=C1)C1=CC(=CC=C1)N(C1=CC=C(C=C1)C1=CC=C(C=C1)C1=CC2=CC=CC=C2C=C1)C1=CC=CC=C1 (3',5'-diphenyl-1,1':2',1''-terphenyl-3''-yl)-phenyl-(4'-naphthalen-2-yl-biphenyl-4-yl)-amine